OC1=C(C=CC(=C1)O)C(\C=C\C1=CC(=C(C=C1)OC)O)=O (2E)-1-(2,4-Dihydroxyphenyl)-3-(3-hydroxy-4-methoxyphenyl)-2-propen-1-one